ethyl 4-oxo-1H-pyrrolo[2,1-f][1,2,4]triazine-5-carboxylate O=C1N=CNN2C1=C(C=C2)C(=O)OCC